NC1=CC=C(C=C1)SC1=C(C=C(C=C1)N)C1=CC=CC=C1 4-((4-aminophenyl)thio)-3-phenylbenzenamine